C(C)(C)(C)C(CO)CO 2-tertiary butyl-propane-1,3-diol